ergosta-5,7,9(11),22-tetraene-3beta-ol CC(C)[C@@H](C)C=C[C@@H](C)[C@H]1CC[C@H]2C3=CC=C4C[C@H](CC[C@]4(C)C3=CC[C@]12C)O